FC(C1=NN=C(O1)C1=CC=C(CN2C(N(C3=C2C=C(C(=C3)F)F)C3CCN(CC3)C3COC3)=O)C=C1)F 1-(4-(5-(difluoromethyl)-1,3,4-oxadiazole-2-yl)benzyl)-5,6-difluoro-3-(1-(oxetan-3-yl)piperidine-4-yl)-1,3-dihydro-2H-benzo[d]imidazole-2-one